1-(4-(6-chloro-8-fluoro-7-(5-methyl-1H-indazol-4-yl)-2-(1H-pyrazol-5-yl)quinazolin-4-yl)piperazin-1-yl)prop-2-en-1-one ClC=1C=C2C(=NC(=NC2=C(C1C1=C2C=NNC2=CC=C1C)F)C1=CC=NN1)N1CCN(CC1)C(C=C)=O